4-((6-chloronaphthalen-2-yl)difluoromethyl)-1H-1,2,3-triazole-5-carboxylic acid ClC=1C=C2C=CC(=CC2=CC1)C(C=1N=NNC1C(=O)O)(F)F